C(C)N1N=CC(=C1C1=NNC=2C[C@@H](CCC12)C1=C(C(=CC(=C1)OC)OC)F)NC(C=C)=O (R)-N-(1-ethyl-5-(6-(2-fluoro-3,5-dimethoxyphenyl)-4,5,6,7-tetrahydro-1H-indazol-3-yl)-pyrazol-4-yl)acrylamide